CN1C(N(C2=C1C(=CC=C2)CN2CC(C2)OCC2CCNCC2)C2C(NC(CC2)=O)=O)=O 3-[3-methyl-2-oxo-4-[[3-(4-piperidylmethoxy)azetidin-1-yl]methyl]benzimidazol-1-yl]piperidine-2,6-dione